N-[4-chloro-5-(trifluoromethyl)pyrimidin-2-yl]-1-(2,2-difluoroethyl)indazol-4-amine ClC1=NC(=NC=C1C(F)(F)F)NC=1C=2C=NN(C2C=CC1)CC(F)F